BrC=1C=C(C(=NC1)O)C#C[Si](C)(C)C 5-bromo-3-((trimethylsilyl)ethynyl)pyridin-2-ol